C(C)(C)C1=C(C=CC(=C1)C=1C(=NNC1C)C1=CC=NC=C1)C=1C=C(C=CC1)S(=O)(=O)N 3-[2-isopropyl-4-[5-methyl-3-(4-pyridyl)-1H-pyrazol-4-yl]phenyl]benzenesulfonamide